(S)-2-(1-(9H-purin-6-ylamino)ethyl)-3-phenyl-4H-chromen-4-one N1=CN=C2NC=NC2=C1N[C@@H](C)C=1OC2=CC=CC=C2C(C1C1=CC=CC=C1)=O